CC=1C(=CC=C2C(CCOC12)=O)O[C@@H]1C=2C=CC(=CC2CCC1)C#N (S)-5-((8-methyl-4-oxochroman-7-yl)oxy)-5,6,7,8-tetrahydronaphthalene-2-carbonitrile